COC1=CC=C(C=C1)C1=CC=C(C=C1)CN1C=CC2=CC(=CC=C12)N1N=C(C=C1C)C(=O)N 1-(1-((4'-methoxy-[1,1'-biphenyl]-4-yl)methyl)-1H-indol-5-yl)-5-methyl-1H-pyrazole-3-carboxamide